2,4,6-triiodobenzene ethylenebis(oxyethylene)bis[3-(5-tert-butyl-hydroxy-m-tolyl)propionate] C(COCCC(C(=O)O)CC=1C(=C(C=C(C1)C(C)(C)C)C)O)OCCC(C(=O)O)CC=1C(=C(C=C(C1)C(C)(C)C)C)O.IC1=CC(=CC(=C1)I)I